N-(tert-Butoxycarbonyl)-D-glucosamine C(C)(C)(C)OC(=O)N[C@H]1C(O)O[C@@H]([C@H]([C@@H]1O)O)CO